[I-].C(C)(C)(C)OC(=O)N1CC(C1)[Zn+] 1-t-butoxycarbonylazetidin-3-yl-zinc iodide